(5-Chloropyrazolo[3,4-c]pyridin-3-yl)propanol ClC=1C=C2C(=CN1)NN=C2C(CC)O